5-chloro-2-(7-fluoro-chroman-4-yl)-N-(2-oxo-1,2-dihydropyridin-4-yl)benzamide ClC=1C=CC(=C(C(=O)NC2=CC(NC=C2)=O)C1)C1CCOC2=CC(=CC=C12)F